CCC(=CCCC)C1OCC(CO1)O 2-(hept-3-en-3-yl)-5-hydroxy-1,3-dioxane